(4Ar,12bR)-2,5,5-trimethyl-9-pentyl-1,4,4a,8,9,10,11,12b-octahydronaphtho[3,2-c]isochromen-12-ol CC=1C[C@H]2C3=C(OC([C@@H]2CC1)(C)C)C=C1CC(CCC1=C3O)CCCCC